O[C@@H]1[C@@H](C2CCC=3[C@@H]4CC[C@H]([C@@H](CC(CC(C)C)=O)C)[C@]4(CCC3[C@]2(CC1)C)C)O 3beta,4beta-dihydroxycholest-8(9)-en-23-one